cis-4-(2-([2,2'-bipyrimidin]-5-yl)cyclopropyl)-6,7-difluoro-1-(3-methoxypropyl)-1H-indazole N1=C(N=CC(=C1)[C@@H]1[C@@H](C1)C1=C2C=NN(C2=C(C(=C1)F)F)CCCOC)C1=NC=CC=N1